FC1=C(OC[C@H]2CC(=NO2)C=2N=C(SC2)C2CCN(CC2)C(CN2N=C(C=C2C)C(F)(F)F)=O)C(=CC=C1)F 1-[4-[4-[5R-[(2,6-difluoro-phenoxy)methyl]-4,5-dihydro-3-isoxazolyl]-2-thiazolyl]-1-piperidinyl]-2-[5-methyl-3-(trifluoromethyl)-1H-pyrazol-1-yl]ethanone